C(#N)C=1C(=CC(=NC1)NC(N(C)C1=NC(=C(C=C1)CN1C(CN(CC1)C)=O)C=O)=O)N1CC(CC1)(F)F 3-(5-cyano-4-(3,3-difluoropyrrolidin-1-yl)pyridin-2-yl)-1-(6-formyl-5-((4-methyl-2-oxopiperazin-1-yl)methyl)pyridin-2-yl)-1-methylurea